CSC(CN1C(CCC1)C=1NC(=CN1)C1=CC=CC=C1)C 2-(methylthio)-1-(2-(5-phenyl-1H-imidazol-2-yl)pyrrolidin-1-yl)propan